Cl\C(=C/C=C/C1(SCCCS1)C1=CC=C(C=C1)OC)\C=1SC=CC1 2-((1E,3Z)-4-chloro-4-(thiophen-2-yl)buta-1,3-dien-1-yl)-2-(4-methoxyphenyl)-1,3-dithiane